2-(4-Chloro-3-fluorophenoxy)-N-[(3S,6R)-6-[6-(trifluoromethyl)imidazo[1,2-a]pyridin-2-yl]-3-piperidyl]acetamid ClC1=C(C=C(OCC(=O)N[C@@H]2CN[C@H](CC2)C=2N=C3N(C=C(C=C3)C(F)(F)F)C2)C=C1)F